(S)-N-((1S)-cyano(spiro[2.5]octan-5-yl)methyl)-4-methylbenzenesulfinamide C(#N)[C@@H](N[S@@](=O)C1=CC=C(C=C1)C)C1CC2(CC2)CCC1